O1C(CCCC1)N1C=2C=CC=CC2C=2C=C3C(=CC12)C(C3)=O 4-(tetrahydro-2H-pyran-2-yl)-1,4-dihydro-2H-cyclobuta[b]carbazol-2-one